[Si](C)(C)(C(C)(C)C)O[C@@H]1[C@@](O[C@H]([C@H]1F)N1C(NC(C(=C1)F)=O)=O)(C(=O)N)CO[Si](C)(C)C(C)(C)C (2R,3R,4S,5R)-3-[(tert-butyldimethylsilyl)oxy]-2-{[(tertbutyldimethylsilyl)oxy]methyl}-4-fluoro-5-(5-fluoro-2,4-dioxo-3H-pyrimidin-1-yl)oxolane-2-carboxamide